4-Cyclohexyl-N-phenylaniline C1(CCCCC1)C1=CC=C(NC2=CC=CC=C2)C=C1